3-(5-((3-((4'-chloro-[1,1'-biphenyl]-2-yl)methyl)-2-oxoimidazolidin-1-yl)methyl)-7-Fluoro-1-oxoisoindolin-2-yl)piperidine-2,6-dione ClC1=CC=C(C=C1)C1=C(C=CC=C1)CN1C(N(CC1)CC=1C=C2CN(C(C2=C(C1)F)=O)C1C(NC(CC1)=O)=O)=O